dimethyl-(decenyl)amine CN(C=CCCCCCCCC)C